(S)-2-(3-((6-((1-(3-(tert-butyl)-5-fluorophenyl)ethyl)carbamoyl)-1-(cyclobutylmethyl)-2-methyl-1H-indol-3-yl)methyl)-5-fluorophenoxy)-2-methylpropanoic acid C(C)(C)(C)C=1C=C(C=C(C1)F)[C@H](C)NC(=O)C1=CC=C2C(=C(N(C2=C1)CC1CCC1)C)CC=1C=C(OC(C(=O)O)(C)C)C=C(C1)F